cumenyl-ferrocenium hexafluorophosphate F[P-](F)(F)(F)(F)F.C1(=C(C=CC=C1)C1C=CC=C1)C(C)C.[CH-]1C=CC=C1.[Fe+2]